5-bromo-7-phenyl-naphtho[1,2-b]benzothiophene BrC1=CC2=C(SC3=C2C(=CC=C3)C3=CC=CC=C3)C=3C=CC=CC13